NC=1C=C2OC3=C(CCCC3=CC2=CC1)C=CC=1SC2=C([N+]1CCCS(=O)(=O)[O-])C=CC=C2 3-(2-(2-(6-amino-2,3-dihydro-1H-xanthen-4-yl)vinyl)benzo[d]thiazol-3-ium-3-yl)propane-1-sulfonate